C(CCCCCCCCCCC)N1C(N(CC1)CCCCCCCCCCCC)=O 1,3-didodecylimidazolidin-2-one